C(OCCCCCCCCCCCCCCCCCCCCCCCCCC)([O-])[O-] hexacosyl orthoformate